e-β-ocimene C=C\C(\C)=C\CC=C(C)C